tert-butyl 3-(5-(3-cyano-6-(1-(trifluoromethyl)-1H-pyrazol-4-yl)pyrazolo[1,5-a]pyridine-4-yl)pyridin-2-yl)-3,6-diazabicyclo[3.1.1]heptan-6-carboxylate C(#N)C=1C=NN2C1C(=CC(=C2)C=2C=NN(C2)C(F)(F)F)C=2C=CC(=NC2)N2CC1N(C(C2)C1)C(=O)OC(C)(C)C